C(C)(C)(C)OC(N(C)CCOC[C@@H](C)O)=O.C(#N)P1(=NP=NP=N1)OC1=CC=CC=C1 cyano-phenoxycyclotriphosphazene tert-butyl-N-[2-[(2R)-2-hydroxypropoxy]ethyl]-N-methyl-carbamate